6-(2-(2-(2-isopropylphenyl)-4-(4-methoxybenzyl)piperazin-1-yl)-7-azaspiro[3.5]non-7-yl)nicotinamide C(C)(C)C1=C(C=CC=C1)C1N(CCN(C1)CC1=CC=C(C=C1)OC)C1CC2(C1)CCN(CC2)C2=NC=C(C(=O)N)C=C2